((3S,4S)-4-fluoropyrrolidin-3-yl)-6-(6-(pyrrolidin-1-yl)imidazo[1,2-a]pyrazin-3-yl)pyridin-2-amine F[C@H]1[C@H](CNC1)C=1C(=NC(=CC1)C1=CN=C2N1C=C(N=C2)N2CCCC2)N